3-(5-(2-(4-chlorophenyl)acetamido)pyridin-3-yl)-1-isopropyl-5-(methylamino)-1H-pyrazole-3,4-dicarboxamide ClC1=CC=C(C=C1)CC(=O)NC=1C=C(C=NC1)C1(NN(C(=C1C(=O)N)NC)C(C)C)C(=O)N